2-methyl-N-(tetrahydro-4H-pyran-4-ylidene)propane-2-sulfinamide CC(C)(C)S(=O)N=C1CCOCC1